C(C)OC(=O)C=1C(=NC2=C(N=CC=C2C1)Cl)/N=C(\C)/NO.C(CCCCCCCCCCCCCCCCC)SCCSCCCCCCCCCCCCCCCCCC 1,2-bis(octadecylthio)ethane (E)-ethyl-8-chloro-2-((1-(hydroxyamino)ethylidene)amino)-1,7-naphthyridine-3-carboxylate